2-(4-(5-chloro-2-(4-chloro-1H-1,2,3-triazol-1-yl)phenyl)-2,5-dioxopiperazin-1-yl)-4-methoxy-N-(2-methyl-2H-indazol-5-yl)butanamide ClC=1C=CC(=C(C1)N1CC(N(CC1=O)C(C(=O)NC1=CC2=CN(N=C2C=C1)C)CCOC)=O)N1N=NC(=C1)Cl